C(C)(C)(C)OC(=O)N1CCC(CC1)N(C=1C=C(C=C(C1C)C(=O)OC)C1=CC=C2C(=C1)N(CC21CCOCC1)C(=O)OC(C)(C)C)CC Tertiary butyl 6-(3-((1-(tertiary butoxycarbonyl) piperidin-4-yl) (ethyl) amino)-5-(methoxycarbonyl)-4-methylphenyl)-2',3',5',6'-tetrahydrospiro[indoline-3,4'-pyran]-1-carboxylate